C(C)OC=1SC(=CN1)C1=CC(=NC=C1)N 4-(2-Ethoxythiazol-5-yl)pyridin-2-amine